BrC1=C(C=CC(=C1C(O)C1CC1)F)S(=O)(=O)N(C)CC1=CC=C(C=C1)OC 2-bromo-3-[cyclopropyl-(hydroxy)methyl]-4-fluoro-N-[(4-methoxyphenyl)methyl]-N-methyl-benzenesulfonamide